BrC=1C=C(C=C(C1)S(=O)(=O)CC1=CC=C(C=C1)F)N1CCOCC1 4-(3-bromo-5-((4-fluorobenzyl)sulfonyl)phenyl)morpholine